tert-butyl (E)-4-(3-(benzyloxy)-3-oxoprop-1-en-1-yl)isoindoline-2-carboxylate C(C1=CC=CC=C1)OC(/C=C/C1=C2CN(CC2=CC=C1)C(=O)OC(C)(C)C)=O